(2-((2S,3R,4R,5R)-2,3,4,5,6-pentahydroxyhexyl)-2,7-diazaspiro[3.5]nonan-7-yl)ethan-1-one O[C@@H](CN1CC2(C1)CCN(CC2)C(C)=O)[C@H]([C@@H]([C@@H](CO)O)O)O